FC=1C=C(C=C(C1)F)[C@H]1N(CC[C@H](C1)NC)C(=O)N1CC2(CCCC2)[C@@H](CC1)CN1C=NC(=CC1=O)C1=CC=CC=C1 3-(((R)-7-((2S,4R)-2-(3,5-Difluorophenyl)-4-(methylamino)piperidine-1-carbonyl)-7-azaspiro[4.5]decan-10-yl)methyl)-6-phenylpyrimidin-4(3H)-one